BrC=1C(=C2C(=NC1Cl)N(C=C2)S(=O)(=O)C2=CC=C(C)C=C2)F 5-bromo-6-chloro-4-fluoro-1-(p-toluenesulfonyl)pyrrolo[2,3-b]Pyridine